(S)-4-chloro-3-(4-(2-cycloheptyl-2-(1-methyl-1H-pyrazole-5-carboxamido)acetamido)phenyl)-2-methylpyridine 1-oxide ClC1=C(C(=[N+](C=C1)[O-])C)C1=CC=C(C=C1)NC([C@@H](NC(=O)C1=CC=NN1C)C1CCCCCC1)=O